S-(p-tolyl) 4-phenylthiobenzoate C1(=CC=CC=C1)C1=CC=C(C(=O)SC2=CC=C(C=C2)C)C=C1